N,N'-bis(2,6-diethyl-4-methylphenyl)-5-(1-naphthyl)acenaphthylene-1,2-diimine C(C)C1=C(C(=CC(=C1)C)CC)N=C1C(C2=CC=C(C3=CC=CC1=C23)C2=CC=CC3=CC=CC=C23)=NC2=C(C=C(C=C2CC)C)CC